N-[3-fluoro-4-[(7-methoxy-1,5-naphthyridin-4-yl)oxy]phenyl]-1-methyl-4-oxo-5-phenylpyridine-3-carboxamide FC=1C=C(C=CC1OC1=CC=NC2=CC(=CN=C12)OC)NC(=O)C1=CN(C=C(C1=O)C1=CC=CC=C1)C